[Cl-].[Cl-].N(=NC(C)(C)C(N)=N)C(C)(C)C(N)=N 2,2'-azobis(2-amidinopropane) dichloride